4,5-dihydrospiro[benzo[d]azepin-1,1'-cyclopropane]-3(2H)-carboxylic acid tert-butyl ester C(C)(C)(C)OC(=O)N1CC2(CC2)C2=C(CC1)C=CC=C2